9-(5-tert-Butyl-[1,2,4]oxadiazol-3-ylmethoxy)-2-([1,4]dioxan-2-ylmethoxy)-6,7-dihydro-pyrimido[6,1-a]isoquinolin-4-one C(C)(C)(C)C1=NC(=NO1)COC=1C=C2CCN3C(C2=CC1)=CC(=NC3=O)OCC3OCCOC3